(3-([1,2,4]triazolo[1,5-a]pyridin-6-yl)-2-methylphenyl)methanol N=1C=NN2C1C=CC(=C2)C=2C(=C(C=CC2)CO)C